C1(=CC=CC=C1)NC(CCC1=CC=CC=C1)=O N,3-diphenylpropionamide